C(CCCCCCC)OCC(COCCCCCCCC)O 1,3-Di(octyloxy)propan-2-ol